4-(isopropylamino)-6-methyl-3-nitropyridin-2(1H)-one C(C)(C)NC1=C(C(NC(=C1)C)=O)[N+](=O)[O-]